2-Ethylsulfanyl-N-[(3-fluorophenyl)-methyl]-4-methyl-6-(3-oxa-8-azabicyclo[3.2.1]octan-8-yl)-pyridine-3-carboxylic acid amide C(C)SC1=NC(=CC(=C1C(=O)NCC1=CC(=CC=C1)F)C)N1C2COCC1CC2